COC=1C=CN(C1C1=C(C=C(C=C1F)F)F)S(=O)(=O)C=1C=NC(=CC1)C(F)(F)F 4-methoxy-1-((6-(trifluoromethyl)pyridin-3-yl)sulfonyl)-5-(2,4,6-trifluorophenyl)-1H-pyrrole